C(C)(=O)NC1=CC=C(C=C1)NC(\C(=C(\C=1C=NOC1C)/O)\C#N)=O (Z)-N-(4-acetamidophenyl)-2-cyano-3-hydroxy-3-(5-methylisoxazol-4-yl)prop-2-enamide